C(C)(C)(C)OC(NC1=CC(=C(C(=C1)C)Br)F)=O N-(4-bromo-3-fluoro-5-methylphenyl)carbamic acid tert-butyl ester